(2r,4s)-2-[2,3-dichloro-6-(methoxymethoxy)phenyl]-4-(2-ethoxy-2-oxoethyl)pyrrolidine-1-carboxylic acid tert-butyl ester C(C)(C)(C)OC(=O)N1[C@H](C[C@H](C1)CC(=O)OCC)C1=C(C(=CC=C1OCOC)Cl)Cl